NC\C=C(\CN1C(=NC2=C1C=C(C=C2C2=CC(=CC=C2)S(NC2CC2)(=O)=O)C(=O)N(C)C)C)/F (Z)-1-(4-amino-2-fluorobut-2-en-1-yl)-4-(3-(N-cyclopropylsulfamoyl)phenyl)-N,N,2-trimethyl-1H-benzo[d]imidazol-6-carboxamide